tert-butyl 3-{[(1S)-1-cyano-2-{4'-cyano-[1,1'-biphenyl]-4-yl}ethyl]carbamoyl}azetidine-1-carboxylate C(#N)[C@H](CC1=CC=C(C=C1)C1=CC=C(C=C1)C#N)NC(=O)C1CN(C1)C(=O)OC(C)(C)C